ClC1=C(C(=O)NN2C(N([C@@H](C2)C)C2(CN3C(CC3S2)=O)C(=O)[O-])=O)C=CC(=C1O)O 3-((R)-3-(2-chloro-3,4-dihydroxybenzamido)-5-methyl-2-oxoimidazolidin-1-yl)-7-oxo-4-thia-1-azabicyclo[3.2.0]heptane-3-carboxylate